N(=[N+]=[N-])C1=C(C(=NC(=C1)C1=CC=C(C=C1)C(C)(C)C)Cl)C(=O)OC methyl 4-azido-6-(4-tert-butylphenyl)-2-chloro-pyridine-3-carboxylate